tert-butyl 3-{trans-4-[(methylimino) (methylsulfanyl) methyl] cyclohexyl}-1-oxa-2,8-diazaspiro[4.5]dec-2-en-8-carboxylate CN=C([C@@H]1CC[C@H](CC1)C1=NOC2(C1)CCN(CC2)C(=O)OC(C)(C)C)SC